(3-{4-[(2S)-2,3-dihydro-1,4-benzodioxin-2-yl]benzyl}piperidin-4-yl)propionic acid O1[C@H](COC2=C1C=CC=C2)C2=CC=C(CC1CNCCC1C(C(=O)O)C)C=C2